(3Z)-5-acetamido-3-[[2-hydroxy-5-(2-sulfonato oxyethylsulfonyl) phenyl]hydrazinylidene]-4-oxonaphthalene-2,7-disulfonate C(C)(=O)NC1=C2C(/C(/C(=CC2=CC(=C1)S(=O)(=O)[O-])S(=O)(=O)[O-])=N/NC1=C(C=CC(=C1)S(=O)(=O)CCOS(=O)(=O)[O-])O)=O